methyl-2-[(4,6-dimethoxypyrimidin-2-yl)carbamoylsulfamoyl]-4-(methanesulfonamidomethyl)benzoate COC(C1=C(C=C(C=C1)CNS(=O)(=O)C)S(NC(NC1=NC(=CC(=N1)OC)OC)=O)(=O)=O)=O